N-(2-ethylhexyl)isononanoic amide C(C)C(CNC(CCCCCC(C)C)=O)CCCC